C(C1=CC=CC=C1)OC1=CC(=C(C=C1)C(C(C(C)C)=O)(O)C1=CC=C(C=C1)Br)CO 1-(4-(benzyloxy)-2-(hydroxymethyl)phenyl)-1-(4-bromophenyl)-1-hydroxy-3-methylbutan-2-one